OC(C)(C)C1=CC=CC(=N1)N1N(C(C=2C1=NC(=NC2)NC2=CC(=C(C=C2)OC2CCN(CC2)C)C)=O)C(C)C 1-(6-(2-hydroxyprop-2-yl)pyridin-2-yl)-2-isopropyl-6-((3-methyl-4-((1-methylpiperidin-4-yl)oxy)phenyl)amino)-1,2-dihydro-3H-pyrazolo[3,4-d]Pyrimidin-3-one